oxo-5-(trifluoromethyl)-1,2-dihydropyridin O=C1NC=C(C=C1)C(F)(F)F